2-(2-oxabicyclo[2.1.1]hex-4-yl)-6-cyclopropoxy-N-(1-((1s,2r)-2-methylcyclopropyl)-2-oxo-1,2-dihydropyridin-3-yl)-2H-pyrazolo[3,4-b]pyridine-5-carboxamide C12OCC(C1)(C2)N2N=C1N=C(C(=CC1=C2)C(=O)NC=2C(N(C=CC2)[C@@H]2[C@@H](C2)C)=O)OC2CC2